Amino-tetrahydropyran NC1OCCCC1